N-{[4-(furan-2-yl)phenyl]methyl}-6-methyl-1-(2-methylpropanoyl)-4-{[2-(pyrimidin-5-yl)phenyl]methyl}piperazine-2-carboxamide O1C(=CC=C1)C1=CC=C(C=C1)CNC(=O)C1N(C(CN(C1)CC1=C(C=CC=C1)C=1C=NC=NC1)C)C(C(C)C)=O